CN1C2CN(C(C1)C2)C2CN(C2)C=2C(=C(N)C=CC2)[N+](=O)[O-] 3-(3-(5-methyl-2,5-diazabicyclo[2.2.1]heptan-2-yl)azetidin-1-yl)-2-nitroaniline